C1(CC1)C1=CC(=NN1)NC1=NC(=NC2=CC=C(C=C12)B(O)O)C(=O)N1C[C@H](NCC1)C (R)-(4-((5-cyclopropyl-1H-pyrazol-3-yl)amino)-2-(3-methylpiperazine-1-carbonyl)quinazolin-6-yl)boronic acid